butyl 6-formyl-2-azaspiro[3.3]heptane-2-carboxylate C(=O)C1CC2(CN(C2)C(=O)OCCCC)C1